(3e)-4-(2,6,6-trimethyl-1-cyclohexen-1-yl)-3-buten-2-one CC1=C(C(CCC1)(C)C)/C=C/C(C)=O